4-[3-(trifluoromethyl)phenoxy]aniline FC(C=1C=C(OC2=CC=C(N)C=C2)C=CC1)(F)F